3-(6-bromo-3,5-difluoropyridin-2-yl)-6-cyclopropyl-7-methoxyimidazo[1,2-b]pyridazine BrC1=C(C=C(C(=N1)C1=CN=C2N1N=C(C(=C2)OC)C2CC2)F)F